N-(4-(4-amino-1-methyl-7-(1-(tetrahydro-2H-pyran-4-yl)-1H-pyrazol-4-yl)-1H-pyrazolo[4,3-c]pyridin-3-yl)-2-((4-chloro-3-fluoro-benzyl)oxy)phenyl)-1,1-difluoromethane-sulfonamide NC1=NC=C(C2=C1C(=NN2C)C2=CC(=C(C=C2)NS(=O)(=O)C(F)F)OCC2=CC(=C(C=C2)Cl)F)C=2C=NN(C2)C2CCOCC2